(2R,4R)-1-(3-chloro-2-fluorobenzyl)-2-ethyl-4-((6-fluoro-3-((5-methyl-1H-pyrazol-3-yl)amino)-1,2,4-triazin-5-yl)methyl)piperidine-4-carboxylic acid ClC=1C(=C(CN2[C@@H](C[C@@](CC2)(C(=O)O)CC=2N=C(N=NC2F)NC2=NNC(=C2)C)CC)C=CC1)F